[4-[[[2-methoxy-5-(trifluoromethyl)benzoyl]amino]methyl]phenyl]boronic acid COC1=C(C(=O)NCC2=CC=C(C=C2)B(O)O)C=C(C=C1)C(F)(F)F